ClC1=CC=C(C=C1)[C@@]1(N(C(C2=CC(=CC(=C12)F)C(CC)(O)C1(CCNCC1)F)=O)CC1=NC=C(C=N1)Cl)O[C@@H]1C[C@@H](C1)O (3R)-3-(4-chlorophenyl)-2-[(5-chloropyrimidin-2-yl)methyl]-4-fluoro-6-[1-(4-fluoropiperidin-4-yl)-1-hydroxypropyl]-3-[cis-3-hydroxycyclobutoxy]-2,3-dihydro-1H-isoindol-1-one